ClC=1C(=CC=C2C=NNC12)C1=NN(C2=NC(=C(N=C21)C)Cl)C2OCCCC2 7-chloro-6-[6-chloro-5-methyl-1-(oxane-2-yl)-1H-pyrazolo[3,4-b]pyrazin-3-yl]-1H-indazole